(2-fluorobenzyl)(methyl)((4-(5-(trifluoromethyl)-1,2,4-oxadiazol-3-yl)phenyl)imino)-λ6-sulfanone FC1=C(CS(=O)(=NC2=CC=C(C=C2)C2=NOC(=N2)C(F)(F)F)C)C=CC=C1